methyl 2-methyl-2-(6-(trifluoromethoxy)pyridazin-3-yl)propanoate CC(C(=O)OC)(C)C=1N=NC(=CC1)OC(F)(F)F